[3-[4-[3-(dimethylamino)prop-1-ynyl]-2-fluoro-phenoxy]propyl]-2-[(4-ethoxy-4-oxo-butyl)amino]thiazole-4-carboxylic acid methyl ester COC(=O)C=1N=C(SC1CCCOC1=C(C=C(C=C1)C#CCN(C)C)F)NCCCC(=O)OCC